2,4-bis(2,4-dihydroxy-phenyl)-6-(4-methoxyphenyl)-1,3,5-triazine OC1=C(C=CC(=C1)O)C1=NC(=NC(=N1)C1=C(C=C(C=C1)O)O)C1=CC=C(C=C1)OC